2,4,8-trimethylnona-2,7-dien-4-ol CC(C)=CC(CCC=C(C)C)(O)C